FC1=C(C(=CC(=C1)NCC1=C(C(=CC=C1F)OC)CN(C)C(C)C)F)S(=O)(=O)N(C(OC(C)(C)C)=O)C=1N=CSC1 tert-butyl ((2,6-difluoro-4-((6-fluoro-2-((isopropyl(methyl)-amino)methyl)-3-methoxybenzyl)amino)phenyl)sulfonyl)(thiazol-4-yl)carbamate